6-Bromo-3-(2,6-dibenzyloxy-3-pyridyl)-1-methyl-pyrazolo[4,3-c]pyridine BrC1=CC2=C(C=N1)C(=NN2C)C=2C(=NC(=CC2)OCC2=CC=CC=C2)OCC2=CC=CC=C2